FC1(C(C=2C(=NN(C2CC1)C1=C(C#N)C=C(C=C1)F)C(F)(F)F)O)F 5,5-difluoro-4-hydroxy-3-(trifluoromethyl)-4,5,6,7-tetrahydro-1H-indazol-1-yl-5-fluorobenzonitrile